C1(=CC=CC=C1)C1=C(C(=NN=N1)C1=C(C(=C(C=2C3=CC=CC=C3CC12)C1=CC=CC=C1)C)C)C=1[Se]C2=C(C1C1=CC=CC=C1)C=CC=C2 Phenyl(phenylbenzoselenophenyl)(phenyldimethylfluorenyl)triazine